C(CCCCCCCCCCCCCCCCC)(=O)O.C(CCCCCCCCCCCCCCCCC)(=O)O.Cl.NCC(=O)O Glycine Hydrochloride Distearate